(R)-N-(benzo[d]thiazol-5-yl)-1-((4-methoxy-2-methylphenyl)sulfonyl)pyrrolidine-3-carboxamide S1C=NC2=C1C=CC(=C2)NC(=O)[C@H]2CN(CC2)S(=O)(=O)C2=C(C=C(C=C2)OC)C